(E)-3-(4-chlorophenyl)-N'-cinnamoylacrylohydrazide ClC1=CC=C(C=C1)/C=C/C(=O)NNC(C=CC1=CC=CC=C1)=O